1-((6-chloronaphthalen-2-yl)amino)-3-(4-(2,5-dichlorophenyl)piperazin-1-yl)propan ClC=1C=C2C=CC(=CC2=CC1)NCCCN1CCN(CC1)C1=C(C=CC(=C1)Cl)Cl